4-[2-(2,6-dioxomorpholin-4-yl)ethyl]morpholine-2,6-dione O=C1CN(CC(O1)=O)CCN1CC(OC(C1)=O)=O